C1(CCC1)C(N1C[C@]2(CCN3N=C(C=C32)C=3C=C(C(=NC3)N)C(F)(F)F)CC1)C=1NC=CN1 5-{(3R)-1-[cyclobutyl(1H-imidazol-2-yl)methyl]-5',6'-dihydrospiro[pyrrolidine-3,4'-pyrrolo[1,2-b]pyrazol]-2'-yl}-3-(trifluoromethyl)pyridin-2-amine